N-(5-chloro-1,3,4-thiadiazol-2-yl)-2-((4-oxo-1-(tetrahydro-2H-pyran-4-yl)-4,5-dihydro-1H-pyrazolo[3,4-d]pyrimidin-6-yl)thio)acetamide ClC1=NN=C(S1)NC(CSC=1NC(C2=C(N1)N(N=C2)C2CCOCC2)=O)=O